F[C@H]1CCCN2C(C=3N([C@@H]1C2)C=C(C(C3O)=O)C(=O)NCC3=C(C=C(C=C3F)F)F)=O (6S,7R)-6-fluoro-12-hydroxy-1,11-dioxo-N-(2,4,6-trifluorobenzyl)-1,4,5,6,7,11-hexahydro-3H-2,7-methanopyrido[1,2-a][1,4]diazonine-10-carboxamide